C(C)(C)(C)[Cu](C(C)(C)C)(C(C)(C)C)C(C)(C)C tetra-tert-butyl-copper